(R)-2,3,3-trichloro-2-methylpropanenitrile Cl[C@](C#N)(C(Cl)Cl)C